butylmethylamine C(CCC)NC